CCCCCCCCCCCCC/C=C/[C@H]([C@H](CO)NC(=O)CCCCCCCCC/C=C\\CCCCCCCC)O The molecule is an N-icosenoylsphingosine in which the double bond is located at position 11 (the Z-geoisomer). It derives from an (11Z)-icos-11-enoic acid.